N-(benzo[d]thiazol-4-ylmethyl)-3-(1H-imidazol-2-yl)pyridin-2-amine S1C=NC2=C1C=CC=C2CNC2=NC=CC=C2C=2NC=CN2